6,8-di-tert-butyl-9,9-dimethyl-N-phenyl-9H-fluoren-2-amine C(C)(C)(C)C=1C=C2C=3C=CC(=CC3C(C2=C(C1)C(C)(C)C)(C)C)NC1=CC=CC=C1